BrC1=NC(=CC=C1)N1N=C(N=C1C)C 2-bromo-6-(3,5-dimethyl-1H-1,2,4-triazol-1-yl)pyridine